bromooleic acid BrC(C(=O)O)CCCCCC\C=C/CCCCCCCC